C(C1=CC=CC=C1)OC(=O)C=1C(=NC(=CC1C1=CC=NC=C1OC)N1C=NC(=C(C1=O)C)C)C(F)F (difluoromethyl)-6-(4,5-dimethyl-6-oxopyrimidin-1(6H)-yl)-5'-methoxy-[4,4'-bipyridine]-3-carboxylic acid benzyl ester